C(=O)C1=CC(=CS1)C(=O)N1CC2(C3=CC(=CC=C13)NS(=O)(=O)C)CCC1(CC2)CC1 N-(1''-(5-formylthiophene-3-carbonyl)dispiro[cyclopropane-1,1'-cyclohexane-4',3''-indoline]-5''-yl)methanesulfonamide